1-acetyl-4-acryloylpiperazin C(C)(=O)N1CCN(CC1)C(C=C)=O